C(C)OC1=CC=C(C=N1)C(CC1=NC(=NC(=N1)N[C@@H](CO)CC(C)C)NS(=O)(=O)C)C N-(4-(2-(6-ethoxypyridin-3-yl)propyl)-6-(((R)-1-hydroxy-4-methylpent-2-yl)amino)-1,3,5-triazin-2-yl)methanesulfonamide